2-(4-(4-(3-amino-6-(trifluoromethyl)pyridazin-4-yl)phenyl)piperazin-1-yl)acetic acid hydrochloride Cl.NC=1N=NC(=CC1C1=CC=C(C=C1)N1CCN(CC1)CC(=O)O)C(F)(F)F